3-(4-(3-chloroprop-1-yn-1-yl)-1-oxoisoindolin-2-yl)piperidine-2,6-dione ClCC#CC1=C2CN(C(C2=CC=C1)=O)C1C(NC(CC1)=O)=O